(3-methyl-5-p-hydroxyphenylamino-1H-pyrazol-1-yl)-5,6-dimethyl-4(3H)pyrimidinone CC1=NN(C(=C1)NC1=CC=C(C=C1)O)C1=NC(=C(C(N1)=O)C)C